C[C@@H]1CN(C(=CC1)C=1C=CC2=CN(N=C2C1)C1CCN(CC1)C)C(=O)OC(C)(C)C |r| tert-butyl Rac-(3S)-3-methyl-6-[2-(1-methyl-4-piperidyl)Indazol-6-Yl]-3,4-dihydro-2H-pyridine-1-carboxylate